5,6-dimethyl-4-[2-[[(2S)-1-methylpyrrolidin-2-yl]methoxy]-4-piperazin-1-yl-6,8-dihydro-5H-pyrido[3,4-d]pyrimidin-7-yl]-1,3-dihydrobenzimidazol-2-one CC1=C(C2=C(NC(N2)=O)C=C1C)N1CC=2N=C(N=C(C2CC1)N1CCNCC1)OC[C@H]1N(CCC1)C